BrC=1C=C(C=2C(N(C(C2C1)=C=O)CC1=CC=C(C=C1)OC)C1=C(C=CC(=C1)F)Cl)C(=O)NC1=CC(=CC(=C1)C(F)(F)F)F 6-bromo-3-(2-chloro-5-fluorophenyl)-N-(3-fluoro-5-(trifluoromethyl)phenyl)-2-(4-methoxybenzyl)-1-carbonylisoindoline-4-carboxamide